N3-(cyclobutylmethyl)-N1-{5-ethynyl-7-methoxypyrido[2,3-d]pyrimidin-2-yl}-4-(4-methylpiperazin-1-yl)benzene-1,3-diamine C1(CCC1)CNC=1C=C(C=CC1N1CCN(CC1)C)NC=1N=CC2=C(N1)N=C(C=C2C#C)OC